C(C)(C)(C)N1N=CC(=C1)NC1=NC=C(C(=N1)NCCOCCOCCO)C(=O)N 2-((1-tert-butyl-1H-pyrazol-4-yl)amino)-4-((2-(2-(2-hydroxyethoxy)ethoxy)ethyl)amino)pyrimidin-5-carboxamide